2-CHLORO-5-FORMYL-BENZOIC ACID ClC1=C(C(=O)O)C=C(C=C1)C=O